3-(5-(((1R,2S)-2-(isopropylamino)cyclohexyl)oxy)-1-oxoisoindolin-2-yl)piperidine-2,6-dione C(C)(C)N[C@@H]1[C@@H](CCCC1)OC=1C=C2CN(C(C2=CC1)=O)C1C(NC(CC1)=O)=O